ClC=1C=C(C(=C(C1[2H])[2H])[2H])N(C1=CC=2C(CCC(C2C=C1)(C)C)(C)C)C1=CC=2C(CCC(C2C=C1)(C)C)(C)C N-(3-chlorophenyl-4,5,6-d3)-5,5,8,8-tetramethyl-N-(5,5,8,8-tetramethyl-5,6,7,8-tetrahydronaphthalen-2-yl)-5,6,7,8-tetrahydronaphthalen-2-amine